C(C)OCCC(C1=CC=CC=C1)N1C[C@@H](N([C@@H](C1)C)C(C(C)C)=O)C(=O)NCC1=CC=C(C=C1)C1=NC=CC=N1 (2R,6R)-4-(3-ethoxy-1-phenylpropyl)-1-isobutyryl-6-methyl-N-(4-(pyrimidin-2-yl)benzyl)piperazine-2-carboxamide